(4-(2-(3-((tert-butyldiphenylsilyl)oxy)-2-fluoro-2-methylpropyl)-6-fluoro-3-methyl-2,3,4,9-tetrahydro-1H-pyrido[3,4-b]indol-1-yl)-3,5-difluorophenyl)-1-(3-fluoropropyl)azetidin-3-amine [Si](C1=CC=CC=C1)(C1=CC=CC=C1)(C(C)(C)C)OCC(CN1C(C=2NC3=CC=C(C=C3C2CC1C)F)C1=C(C=C(C=C1F)C1N(CC1N)CCCF)F)(C)F